CC1=CC=CC=2NN=NC21 4-methylbenzotriazole